FC(C1(CC(=NO1)C1[C@H]2CN(C[C@@H]12)C(=O)OC(C)(C)C)C)F tert-butyl (1R,5S,6r)-6-[5-(difluoromethyl)-5-methyl-4,5-dihydro-1,2-oxazol-3-yl]-3-azabicyclo[3.1.0]hexane-3-carboxylate